1,3-di(o-methylphenyl)urea CC1=C(C=CC=C1)NC(=O)NC1=C(C=CC=C1)C